(R)-N'-((1,2,3,5,6,7-hexahydro-s-indacen-4-yl)carbamoyl)benzenesulfonimidamide isopropyl-4-(5-(4-(methyl-sulfonyl)phenyl)thiazolo[5,4-b]pyridin-2-yl)piperazine-1-carboxylate C(C)(C)OC(=O)N1CCN(CC1)C=1SC2=NC(=CC=C2N1)C1=CC=C(C=C1)S(=O)(=O)C.C1CCC2=C(C=3CCCC3C=C12)NC(=O)N=[S@](=O)(N)C1=CC=CC=C1